FC1=C(C=CC(=C1)F)C=1C2=C(N=C(N1)[C@H]1C[C@@H](OCC1)C=1C=CC(N(C1)C)=O)N=C(S2)N(C)C 5-[(2R,4R)-4-[7-(2,4-difluorophenyl)-2-(dimethylamino)thiazolo[4,5-d]pyrimidin-5-yl]tetrahydropyran-2-yl]-1-methyl-pyridin-2-one